isobutyl 4-methyl-α-cyanocinnamate CC1=CC=C(C=C(C(=O)OCC(C)C)C#N)C=C1